2,3-dihydro-3,5-dihydroxy-6-methyl-4H-pyran-4-one OC1COC(=C(C1=O)O)C